CN1C(=NC2=C1C=CC=C2)C=2C=C(C1=C(N(C(=N1)CCC)CC1=CC=C(C=C1)C=1C(=CC=CC1)C(=O)O)C2)C 4'-[(1,4'-dimethyl-2'-propyl[2,6'-bi-1H-benzimidazole]-1'-yl)methyl][1,1'-biphenyl]-2-carboxylic acid